C1(=CC=CC2=CC=CC=C12)N(C1=CC=CC=C1)C1=CC=C(C=C1)C1=CC=C(C=C1)N(C1=CC=CC2=CC=CC=C12)C1=CC=CC=C1 4,4'-bis[N-(1-naphthyl)-N-phenylamino]-biphenyl